methyl (2,2,2-trifluoroethyl) carbonate C(OC)(OCC(F)(F)F)=O